ClC1=C(C=C(OCC(=O)NC23CC(C2)(C3)C=3OC(=NN3)[C@H]3[C@@H](C3)C)C=C1)F 2-(4-chloro-3-fluoro-phenoxy)-N-[1-[5-[(trans)-2-methylcyclopropyl]-1,3,4-oxadiazol-2-yl]-3-bicyclo[1.1.1]pentanyl]acetamide